CN([C@@H](C(C)C)C(=O)OCCCC)C(=O)[C@@H]1CNCC1 butyl N-methyl-N-((S)-pyrrolidine-3-carbonyl)-L-valinate